[Si](C)(C)(C(C)(C)C)OC[C@@H](CO)NC(OCC1=CC=CC=C1)=O Benzyl (R)-(1-((tert-butyldimethylsilyl)oxy)-3-hydroxypropan-2-yl)carbamate